CC1=CC2=C(C(=N1)C#N)CN(C2=C=O)C=2C=NC(=CC2)N[C@@H]2C[C@H](CC2)NC2=NN1C(C=C(C=C1)C(F)(F)F)=N2 6-Methyl-1-carbonyl-2-(6-(((1S,3S)-3-((7-(trifluoromethyl)-[1,2,4]triazolo[1,5-a]pyridin-2-yl)amino)cyclopentyl)amino)pyridin-3-yl)-2,3-dihydro-1H-pyrrolo[3,4-c]pyridine-4-carbonitrile